2-(3,4-Dihydroxyphenyl)-3,5,7-trihydroxy-1λ4-benzopyran-1-ylium OC=1C=C(C=CC1O)C1=[O+]C2=C(C=C1O)C(=CC(=C2)O)O